N,N-bis(2-hydroxyethyl)-2-(4-hydroxybutyloxycarbonyl)ethylamine OCCN(CCO)CCC(=O)OCCCCO